CC=1C=C(C=CC1OC1=CC2=C(N(N=N2)C)C=C1)NC=1C2=C(N=CN1)C=CC(=N2)N2CCN(C1CC21)C(C=C)=O 1-(5-(4-((3-methyl-4-((1-methyl-1H-benzo[d][1,2,3]triazol-5-yl)oxy)phenyl)amino)pyrido[3,2-d]pyrimidin-6-yl)-2,5-diazabicyclo[4.1.0]heptan-2-yl)prop-2-en-1-one